COC(CNC)OC N-methylaminoacetaldehyde dimethyl acetal